FC=1C(=NC(=NC1)NC1=CC=C(C=C1)OC1=CC=CC=C1)NCCC(=O)NO 3-((5-fluoro-2-((4-phenoxyphenyl)amino)pyrimidin-4-yl)amino)-N-hydroxypropanamide